N-(1-((4-fluorophenyl)sulfonyl)-1,2,3,4-tetrahydroquinolin-7-yl)-3-(methylsulfonyl)benzamide FC1=CC=C(C=C1)S(=O)(=O)N1CCCC2=CC=C(C=C12)NC(C1=CC(=CC=C1)S(=O)(=O)C)=O